2-(4-(1-((2-(2,6-dioxopiperidin-3-yl)-1,3-dioxoisoindolin-5-yl)methyl)piperidin-4-yl)phenyl)-2H-indazole-7-carboxamide O=C1NC(CCC1N1C(C2=CC=C(C=C2C1=O)CN1CCC(CC1)C1=CC=C(C=C1)N1N=C2C(=CC=CC2=C1)C(=O)N)=O)=O